methyl (3R)-3-aminopiperidine-1-carboxylate N[C@H]1CN(CCC1)C(=O)OC